potassium bromomalonate BrC(C(=O)[O-])C(=O)[O-].[K+].[K+]